[C@H]12CN(C[C@H](CC1)N2)C2=NC(=NC1=C(C(=CC=C21)C=2C(=C(N)C(=C(C2F)F)F)Cl)F)OC[C@]21CCCN1C[C@@H](C2)F 3-(4-((1R,5S)-3,8-diazabicyclo[3.2.1]octan-3-yl)-8-fluoro-2-(((2R,7aS)-2-fluorotetrahydro-1H-pyrrolizin-7a(5H)-yl)methoxy)quinazolin-7-yl)-2-chloro-4,5,6-trifluoroaniline